[Na].F[B-](F)(F)F.[H+] fluoroboric acid sodium salt